C(C)(C)(C)OC(=O)C1CCN(CC1)CCC1CCN(CC1)C1=C(C=C(C=C1)[N+](=O)[O-])F.O1C=C(C2=C1C=CC=C2)C=2C=C1CN(CC1=CC2)C(=O)NC2=CNC1=CC=C(C=C21)Cl 5-(benzofuran-3-yl)-N-(5-chloro-1H-indol-3-yl)isoindoline-2-carboxamide tert-butyl-1-[2-[1-(2-fluoro-4-nitro-phenyl)-4-piperidyl]ethyl]piperidine-4-carboxylate